Hexanyl-L-carnitine C(CCCCC)[C@](O)(C[N+](C)(C)C)CC([O-])=O